N-(3-cyclopropyl-1H-pyrazol-5-yl)-2-(1-(4-methylthiazol-2-yl)-1H-pyrazol-4-yl)propanamide R-methyl-piperidine-2-carboxylate COC(=O)[C@@H]1NCCCC1.C1(CC1)C1=NNC(=C1)NC(C(C)C=1C=NN(C1)C=1SC=C(N1)C)=O